(20S)-20-bromomethyl-4-pregnene-3-one BrC[C@@H](C)[C@H]1CC[C@H]2[C@@H]3CCC4=CC(CC[C@]4(C)[C@H]3CC[C@]12C)=O